ethyl 3-oxopentanoate O=C(CC(=O)OCC)CC